FC1=CC(=C(C=C1)N1CN(C(C2=CC=C(C=C12)C(F)(F)F)=O)C=1C=C(C=CC1)NC(C)=O)C N-(3-(1-(4-fluoro-2-methylphenyl)-4-oxo-7-(trifluoromethyl)-1,4-dihydroquinazolin-3(2H)-yl)phenyl)acetamide